(3-(5-(2-(ethyl(isopropyl)carbamoyl)-4-fluorophenoxy)pyrimidin-4-yl)-3-Azabicyclo[3.1.0]hexan-6-yl)carbamate C(C)N(C(=O)C1=C(OC=2C(=NC=NC2)N2CC3C(C3C2)NC([O-])=O)C=CC(=C1)F)C(C)C